tert-butyl 3-(6-(4-(2,7-dimethylpyrazolo[1,5-a]pyridin-5-yl)-2-(methoxymethoxy)phenyl)pyridazin-3-yl)azetidine-1-carboxylate CC1=NN2C(C=C(C=C2C)C2=CC(=C(C=C2)C2=CC=C(N=N2)C2CN(C2)C(=O)OC(C)(C)C)OCOC)=C1